C(C1=CC=CC=C1)OC([C@@H](NC(=O)OCC1C2=CC=CC=C2C2=CC=CC=C12)CCC(=O)O)=O Fmoc-glutamic acid-1-benzyl ester